3,5-difluoro-tert-butylbenzene FC=1C=C(C=C(C1)F)C(C)(C)C